OCCOCCOCCOCCOCCOCC(=O)OC(C)(C)C tert-butyl 17-hydroxy-3,6,9,12,15-pentaoxaheptadecanoate